(S)-3-((3-(1-(Piperidin-4-ylmethyl)piperidin-4-yl)phenyl)amino)piperidine-2,6-dione N1CCC(CC1)CN1CCC(CC1)C=1C=C(C=CC1)N[C@@H]1C(NC(CC1)=O)=O